2-(3-((dimethylamino)methyl)-4-(tetrahydrofuran-3-yl)phenyl)-5H-pyrrolo[2,3-b]pyrazine CN(C)CC=1C=C(C=CC1C1COCC1)C=1N=C2C(=NC1)NC=C2